C(C)(=O)N1CC2=CC=C(C=C2C1)CCNC=1N=CC2=C(N1)N(C(C(=C2)C=2C(=C(C=CC2F)NS(=O)(=O)N2C[C@@H](CC2)F)F)=O)C (3R)-N-[3-[2-[2-(2-acetyl-1,3-dihydroisoindol-5-yl)ethylamino]-8-methyl-7-oxopyrido[2,3-d]pyrimidin-6-yl]-2,4-difluorophenyl]-3-fluoropyrrolidine-1-sulfonamide